(1E)-3-(azetidin-3-yl)prop-1-en N1CC(C1)CC=C